8-(2-Chloroacetyl)-4-((5-(2-methyl-2H-indazol-5-yl)furan-2-yl)methyl)-1-thia-4,8-diazaspiro[4.5]decan-3-one ClCC(=O)N1CCC2(N(C(CS2)=O)CC=2OC(=CC2)C2=CC3=CN(N=C3C=C2)C)CC1